tert-Butyl ((S)-(7-((((S)-2-((tert-butoxycarbonyl)amino)propyl)amino)methyl)imidazo[1,2-b]pyridazin-2-yl)(4,4-difluorocyclohexyl)methyl)carbamate C(C)(C)(C)OC(=O)N[C@H](CNCC1=CC=2N(N=C1)C=C(N2)[C@H](C2CCC(CC2)(F)F)NC(OC(C)(C)C)=O)C